N-(1-((2R,3R,4S)-4-(bis(4-methoxyphenyl)(phenyl)methoxy)-3-hydroxytetrahydrofuran-2-yl)-2-oxo-1,2-dihydropyrimidin-4-yl)acetamide COC1=CC=C(C=C1)C(O[C@@H]1[C@H]([C@@H](OC1)N1C(N=C(C=C1)NC(C)=O)=O)O)(C1=CC=CC=C1)C1=CC=C(C=C1)OC